C(C)(=O)OC1=C(C=CC(=C1)C1=NN(C2=CN=C(C=C21)Br)COCC[Si](C)(C)C)N2CCN(CC2)C(=O)OC(C)(C)C tert-butyl 4-[2-(acetyloxy)-4-(5-bromo-1-{[2-(trimethylsilyl)ethoxy]methyl}-1H-pyrazolo[3,4-c]pyridin-3-yl)phenyl]piperazine-1-carboxylate